8-bromo-6,7-difluoroquinolin-3-ol BrC=1C(=C(C=C2C=C(C=NC12)O)F)F